C(C)(C)(C)OC(=O)NCC1=CC=C(C=C1)NC(=O)C1=CC2=C(OCCC3=C2SC=C3)C=C1C=1C(=NC(=CC1)C(NC1=CC(=CC=C1)Cl)=O)C(=O)OC methyl 3-(9-((4-(((tert-butoxycarbonyl)amino)methyl)phenyl)carbamoyl)-4,5-dihydrobenzo[b]thieno[2,3-d]oxepin-8-yl)-6-((3-chlorophenyl)carbamoyl)picolinate